4-(9H-fluoren-9-yl-methoxycarbonylamino)oxan-4-carboxylic acid C1=CC=CC=2C3=CC=CC=C3C(C12)N(C1(CCOCC1)C(=O)O)C(=O)OC